C(C=C)(=O)OCCSP(=S)([O-])[O-] acryloyloxyethyldithiophosphate